C1(=CC=CC=C1)C1=CC(=CC=C1)C1=C(C(=CC=C1)C1=CC(=CC=C1)C1=CC=CC=C1)NC=1C=CC=2N(C3=CC=CC=C3C2C1)C1=CC=CC=C1 N-([1,1':3',1'':3'',1''':3''',1''''-quinquephenyl]-2''-yl)-9-phenyl-9H-carbazol-3-amine